5,5'-dibromo-3,3'-dimethyl-2,2'-bipyridine BrC=1C=C(C(=NC1)C1=NC=C(C=C1C)Br)C